FC=1C=CC=C2CN(C(C12)C)C(=O)C=1C=C2CN(C(C2=CC1)=O)C1C(NC(CC1)=O)=O 3-(5-(7-fluoro-1-methylisoindoline-2-carbonyl)-1-oxoisoindolin-2-yl)piperidine-2,6-dione